2-[[4-[4-fluoro-5-isobutyl-2-(2H-tetrazol-5-yl)phenyl]piperazin-1-yl]-methyl]-1,3-benzo-thiazole FC1=CC(=C(C=C1CC(C)C)N1CCN(CC1)CC=1SC2=C(N1)C=CC=C2)C=2N=NNN2